C(C)(C)(C)OC(=O)N1CCC2(CC(C2)CNC=2C=CC=3N(N2)C(=CN3)C3=CC(=CC=C3)C(F)(F)F)CC1 2-[[[3-[3-(trifluoromethyl)phenyl]imidazo[1,2-b]pyridazin-6-yl]amino]methyl]-7-azaspiro[3.5]nonane-7-carboxylic acid tert-butyl ester